C(#N)C1=CC=2N(N=C1)C(=CC2)C2=NC=C(C(=O)NC[C@H](C(C)(C)O)F)C(=C2)NC2CCC(CC2)C=2C=NN(C2)C(F)(F)F 6-(3-cyanopyrrolo[1,2-b]pyridazin-7-yl)-N-((R)-2-fluoro-3-hydroxy-3-methylbutyl)-4-(((1r,4R)-4-(1-(trifluoromethyl)-1H-pyrazol-4-yl)cyclohexyl)amino)nicotinamide